3-(Aminomethyl)-3-ethylpyrrolidin-2-one NCC1(C(NCC1)=O)CC